(Z)-3-(5-((3-(3-(4-(4-(1-(4-hydroxyphenyl)-2-phenylbut-1-en-1-yl)phenoxy)butoxy)propoxy)propyl)amino)-1-oxoisoindolin-2-yl)piperidine-2,6-dione OC1=CC=C(C=C1)/C(=C(\CC)/C1=CC=CC=C1)/C1=CC=C(OCCCCOCCCOCCCNC=2C=C3CN(C(C3=CC2)=O)C2C(NC(CC2)=O)=O)C=C1